BrC1=CC=C(C=C1)N(C1=CC(N(C=2C=CC(=NC12)C#N)C)=O)CC1CC1 8-[(4-bromophenyl)(cyclopropylmethyl)amino]-5-methyl-6-oxo-5,6-dihydro-1,5-naphthyridine-2-carbonitrile